CCS(=O)(=O)NC1=NC=CC=C1CNC1=NC(=NC=C1Cl)NC=1C=C2CCNCC2=CC1 methyl-N-(3-(((5-chloro-2-((1,2,3,4-tetrahydroisoquinolin-6-yl)amino)pyrimidin-4-yl)amino)methyl)pyridin-2-yl)methanesulfonamide